CC=1C=CC=C(C1C)C 3,4,5-trimethyl-benzene